COC=1C=C(C=CC1OC)C=1C(NC2=CC=C(C=C2C1CC)C1CCN(CC1)C1CCN(CC1)C(C)C)=O 3-(3,4-dimethoxyphenyl)-4-ethyl-6-[1'-(propan-2-yl)-[1,4'-bipiperidine]-4-yl]-1,2-dihydroquinolin-2-one